1-(4-Fluoro-phenyl)ethan-1-one FC1=CC=C(C=C1)C(C)=O